[m-(2,3-Dihydroxypropoxy)phenyl]trimethylammonium bromide [Br-].OC(COC=1C=C(C=CC1)[N+](C)(C)C)CO